C(C)[C@]1(C(OCC=2C(N3CC=4C(=NC=5C=C(C(=C6C5C4[C@H](CC6)CC(=O)NCCO)C)F)C3=CC21)=O)=O)O 2-((1R,9S)-9-ethyl-5-fluoro-9-hydroxy-4-methyl-10,13-dioxo-2,3,9,10,13,15-hexahydro-1H,12H-benzo[de]pyrano[3',4':6,7]indolizino[1,2-B]quinolin-1-yl)-N-(2-hydroxyethyl)acetamide